(2S,2'S)-3,3'-(diselanediylbis(1H-imidazole-5,4-diyl))bis(2-(trimethylammonio) propanoate) hydroiodide I.[Se]([Se]C1=C(N=CN1)C[C@@H](C(=O)[O-])[N+](C)(C)C)C1=C(N=CN1)C[C@@H](C(=O)[O-])[N+](C)(C)C